CN1C=NC2=C1C=C(C=C2C)C(F)(F)F 1,4-dimethyl-6-(trifluoromethyl)-1H-benzo[d]imidazole